3-(3-Fluoro-4-isopropyl-5-methoxyphenyl)isoquinoline FC=1C=C(C=C(C1C(C)C)OC)C=1N=CC2=CC=CC=C2C1